CN(C(C=1C(C(=O)N(N=O)C)=CC=CC1)=O)N=O N,N'-dimethyl-N,N'-dinitroso-phthalamide